(2R,5S,12R)-12-cyclohexyl-2-[2-(3,4-dimethoxyphenyl)ethyl]-3,17-dioxa-10-azatricyclo[16.3.1.05,10]docosa-1(22),18,20-triene-4,11-dione C1(CCCCC1)[C@@H]1C(N2CCCC[C@H]2C(O[C@@H](C=2C=CC=C(OCCCC1)C2)CCC2=CC(=C(C=C2)OC)OC)=O)=O